(2R)-3-(2-(((8-methoxy-3-(5-methylisoxazol-3-yl)-[1,2,4]triazolo[4,3-b]pyridazin-6-yl)oxy)methyl)-7,8-dihydro-1,6-naphthyridine-6(5H)-yl)propane-1,2-diol COC=1C=2N(N=C(C1)OCC1=NC=3CCN(CC3C=C1)C[C@H](CO)O)C(=NN2)C2=NOC(=C2)C